(E)-1-(4-isobutylphenyl)-3-(4-(trifluoromethyl)phenyl)prop-2-en-1-one C(C(C)C)C1=CC=C(C=C1)C(\C=C\C1=CC=C(C=C1)C(F)(F)F)=O